(3as,4s,6R,6aR)-6-(((tert-butyldimethylsilyl)oxy)methyl)-2,2-dimethyltetrahydro-4H-cyclopenta[d][1,3]dioxol-4-ol [Si](C)(C)(C(C)(C)C)OC[C@H]1C[C@@H]([C@H]2[C@@H]1OC(O2)(C)C)O